(1R,4S)-2-azabicyclo[2.2.1]Heptan-3-one [C@@H]12NC([C@@H](CC1)C2)=O